(4-(4,5-dimethyl-6-oxo-1-propyl-1,6-dihydropyridin-3-yl)-2,6-difluorophenyl)acetaldehyde CC=1C(=CN(C(C1C)=O)CCC)C1=CC(=C(C(=C1)F)CC=O)F